CC(=CC(=O)Cl)C 3,3-dimethyl-acryloyl chloride